1-hydroxyethane-1,1-bisphosphonic acid OC(C)(P(O)(=O)O)P(O)(=O)O